C[Si]([O-])(C)C.[K+] potassium trimethyl(oxido)-silane